1-(3-(6-(difluoromethyl)-2,3-dihydro-4H-benzo[b][1,4]oxazin-4-yl)-1-(tetrahydro-2H-pyran-4-yl)-1,4,6,7-tetrahydro-5H-pyrazolo[4,3-c]pyridin-5-yl)ethan-1-one FC(C1=CC2=C(OCCN2C2=NN(C3=C2CN(CC3)C(C)=O)C3CCOCC3)C=C1)F